1-(3-(4-Methoxyphenyl)-1,2,4-oxadiazol-5-yl)-N-((1-(((R)-Piperidin-2-yl)methyl)pyrrolidin-3-yl)methyl)piperidin-4-carboxamid COC1=CC=C(C=C1)C1=NOC(=N1)N1CCC(CC1)C(=O)NCC1CN(CC1)C[C@@H]1NCCCC1